2-(3'-Dodecyl-5'-methyl-2'-hydroxyphenyl)-benzotriazole C(CCCCCCCCCCC)C=1C(=C(C=C(C1)C)N1N=C2C(=N1)C=CC=C2)O